CN(C)C[C@]1(C[C@H](N(C1)C(=O)OC(C)(C)C)C(=O)OCC1=CC=CC=C1)F (2S,4S)-2-benzyl 1-tert-butyl 4-((dimethylamino) methyl)-4-fluoropyrrolidine-1,2-dicarboxylate